(S)-7-((10-(tert-butoxycarbonyl)-10H-phenoxazine-3-carbonyl)glycyl)-1,4-dioxa-7-azaspiro[4.4]nonane-8-carboxylic acid C(C)(C)(C)OC(=O)N1C2=CC=CC=C2OC=2C=C(C=CC12)C(=O)NCC(=O)N1CC2(OCCO2)C[C@H]1C(=O)O